CC(C(=O)O)(CCC(C)C)CC 2,5-dimethyl-2-ethylhexanoic acid